Trimethyl-[2-(1-methylcyclopropyl)ethynyl]silane C[Si](C#CC1(CC1)C)(C)C